4-{[1,2,4]triazolo[1,5-a]pyridin-5-yl}piperazine-1-carbonitrile N=1C=NN2C1C=CC=C2N2CCN(CC2)C#N